C(C)[C@@H]1N(C[C@H](N(C1)C(C)C=1C=NC(=CC1)OC(C)C)CC)C=1C=2C(N(C(C1)=O)C)=CN(N2)CC#N 2-(7-((2S,5R)-2,5-diethyl-4-(1-(6-isopropoxypyridin-3-yl)ethyl)piperazin-1-yl)-4-methyl-5-oxo-4,5-dihydro-2H-pyrazolo[4,3-b]pyridin-2-yl)acetonitrile